FC=1C=C2C(NC=3CCCC(C3C2=CC1F)N(C(=O)C=1NC2=CC=C(C=C2C1)F)C)=O N-(8,9-difluoro-6-oxo-1,2,3,4,5,6-hexahydrophenanthridin-1-yl)-5-fluoro-N-methyl-1H-indole-2-carboxamide